The molecule is an indole alkaloid isolated from Isatis costata and exhibits antifungal activity. It has a role as a metabolite and an antifungal agent. It is an enol ether, an indole alkaloid, a member of indolones and a carboxylic ester. It derives from a 2-ethylhexan-1-ol. CCCCC(CC)COC(=O)CC1=CC=C(C=C1)O/C(=C/2\\C3=CC=CC=C3NC2=O)/C4=CC=CC=C4